N-myristyl-L-glutamic acid dibutylamide C(CCC)N(C([C@@H](NCCCCCCCCCCCCCC)CCC(=O)O)=O)CCCC